(2S,4R)-1-[(2S)-2-amino-3,3-dimethylbutanoyl]-4-hydroxy-N-{[4-(4-methyl-1,3-thiazol-5-yl)phenyl]methyl}pyrrolidine-2-carboxamide N[C@H](C(=O)N1[C@@H](C[C@H](C1)O)C(=O)NCC1=CC=C(C=C1)C1=C(N=CS1)C)C(C)(C)C